ClC=1C=CC(=C(C1)[C@@H](CCO)N1CCN(CC1)C(C)C)F (R)-3-(5-chloro-2-fluorophenyl)-3-(4-isopropylpiperazin-1-yl)propan-1-ol